8-(2,4-difluorophenyl)-9-(5-fluoro-4-((1-(3-fluoropropyl)azetidin-3-ylidene)methyl)-2-methylphenyl)-6,7-dihydro-5H-benzo[7]annulene-3-carboxylic acid hydrochloride Cl.FC1=C(C=CC(=C1)F)C=1CCCC2=C(C1C1=C(C=C(C(=C1)F)C=C1CN(C1)CCCF)C)C=CC(=C2)C(=O)O